C(OC1=CC=C(C=C1)[N+](=O)[O-])(OC1CC(C1)N1C(CCC1)C(F)(F)F)=O (4-nitrophenyl) [3-[2-(trifluoromethyl)pyrrolidin-1-yl]cyclobutyl] carbonate